5-(3-Amino-5-trifluoromethyl-piperidin-1-yl)-chinolin-8-carbonitril NC1CN(CC(C1)C(F)(F)F)C1=C2C=CC=NC2=C(C=C1)C#N